BrC1=CC=C(C=C1)C12CC(C1)(C2)NC(=O)C2C(C2)C2=NC=CC=C2 N-(3-(4-bromophenyl)bicyclo[1.1.1]pentan-1-yl)-2-(pyridin-2-yl)cyclopropane-1-carboxamide